(1S,4S)-4-(5-(((1S,2R,3S,4R)-3-(((S)-2-cyclohexyl-2-cyclopropylethyl)carbamoyl)bicyclo[2.2.1]hept-2-yl)carbamoyl)-2-fluoro-4-methoxyphenoxy)-1-methylcyclohexane-1-carboxylic acid C1(CCCCC1)[C@@H](CNC(=O)[C@@H]1[C@@H]([C@H]2CC[C@@H]1C2)NC(=O)C=2C(=CC(=C(OC1CCC(CC1)(C(=O)O)C)C2)F)OC)C2CC2